2-(2,4-Dioxotetrahydropyrimidin-1(2H)-yl)-5-((4-(3-methyl-5-(5-methyl-5H-pyrido[4,3-b]indol-7-yl)pyridin-2-yl)piperazin-1-yl)methyl)isoindoline-1,3-dione O=C1N(CCC(N1)=O)N1C(C2=CC=C(C=C2C1=O)CN1CCN(CC1)C1=NC=C(C=C1C)C=1C=CC=2C3=C(N(C2C1)C)C=CN=C3)=O